C1(=CC=C(C=C1)NC1=CC=C(C=C1)C1=CC=C(C=C1)C1=CC=CC=C1)C1=CC=C(C=C1)C1=CC=CC=C1 Di([1,1':4',1''-terphenyl]-4-yl)amine